(S)-2-(2-fluoro-4-(5-oxopyrrolidin-2-yl)phenyl)benzo[d]imidazo[2,1-b]thiazole-7-carboxylic acid FC1=C(C=CC(=C1)[C@H]1NC(CC1)=O)C=1N=C2SC3=C(N2C1)C=CC(=C3)C(=O)O